2-[1-(3,3-dimethyl-1-cyclopenten-1-yl) ethoxy]-2-methylpropyl 2-butynoate C(C#CC)(=O)OCC(C)(C)OC(C)C1=CC(CC1)(C)C